NS(=NC(CC1=C(C2=C(OC(O2)(F)F)C=C1C(C)C)C(C)C)=O)(=O)C1=NN(C=C1)CCO N-(amino(1-(2-hydroxyethyl)-1H-pyrazol-3-yl)(oxo)-λ6-sulfaneylidene)-2-(2,2-difluoro-4,6-diisopropylbenzo[d][1,3]dioxol-5-yl)acetamide